7-chloro-3-isopropyl-6-(3-methoxypropoxy)-3,4-dihydroisoquinoline ClC1=C(C=C2CC(N=CC2=C1)C(C)C)OCCCOC